(Oxazol-2-yl)-N-(2-(2-oxopyridin-1(2H)-yl)ethyl)pyrazine-2-carboxamide O1C(=NC=C1)C=1C(=NC=CN1)C(=O)NCCN1C(C=CC=C1)=O